CN1N=C(C(=C1C)N1C(=CC2=CC=CC=C12)C(=O)O)C (1,3,5-trimethyl-1H-pyrazol-4-yl)-1H-indole-2-carboxylic acid